O1NC12CCCC2 oxaazaspiro[2.4]heptane